(E)-N-(2,3-Dihydro-1H-inden-1-yl)-3-(7-fluoro-1H-indazol-6-yl)acrylamid C1(CCC2=CC=CC=C12)NC(\C=C\C1=CC=C2C=NNC2=C1F)=O